O1C(=CC=C1)CNC(C(C)(C)N1N=CC(=C1)NC(=O)C=1C=CC(=NC1)C(=O)N)=O N5-(1-(1-((furan-2-ylmethyl)amino)-2-methyl-1-oxopropan-2-yl)-1H-pyrazol-4-yl)pyridine-2,5-dicarboxamide